N-((2S,3R)-2-(3-chloro-2-fluorobenzyl)-4,4-difluoropyrrolidin-3-yl)methanesulfonamide hydrochloride Cl.ClC=1C(=C(C[C@@H]2NCC([C@@H]2NS(=O)(=O)C)(F)F)C=CC1)F